Cl.O[C@@H]1C[C@@H](NC1)C(=O)OC (2R,4R)-Methyl 4-hydroxypyrrolidine-2-carboxylate hydrochloride